(S)-N-methyl-1-(p-tolyl)pyrrolidin-3-amine CN[C@@H]1CN(CC1)C1=CC=C(C=C1)C